C1(=CC=CC=C1)C(C(=O)[O-])(CCCCCCCCC)C1=CC=CC=C1.[Bi+3].C1(=CC=CC=C1)C(C(=O)[O-])(CCCCCCCCC)C1=CC=CC=C1.C1(=CC=CC=C1)C(C(=O)[O-])(CCCCCCCCC)C1=CC=CC=C1 bismuth 2,2-diphenylundecanoate